C1(CCCCCCCCCCC=CCCO1)=O 15-pentadec-12-enolide